C1(CC1)CN1N=CC(=C1)C#CC=1C(=CC(=NC1)NC1=NC(=NC=C1)C=1C=NN(C1)S(=O)(=O)C1CC1)N1CCC2(CC1)CCN(CC2)C N-(5-((1-(cyclopropylmethyl)-1H-pyrazol-4-yl)ethynyl)-4-(9-methyl-3,9-diazaspiro[5.5]undec-3-yl)pyridin-2-yl)-2-(1-(cyclopropylsulfonyl)-1H-pyrazol-4-yl)pyrimidin-4-amine